N-((2-(4-hydroxy-3-methylphenyl)thiazol-5-yl)methyl)-11-oxo-10,11-dihydrodibenzo[b,f][1,4]oxazepine-8-carboxamide OC1=C(C=C(C=C1)C=1SC(=CN1)CNC(=O)C1=CC2=C(OC3=C(C(N2)=O)C=CC=C3)C=C1)C